C(C)(C)(C)OC(=O)N1[C@@H](CCC1)C(N(C=1C=CC=2OCCN(C2N1)C)C)=O (2S)-2-[methyl-(4-methyl-2,3-dihydropyrido[3,2-b][1,4]oxazin-6-yl)-carbamoyl]pyrrolidine-1-carboxylic acid tert-butyl ester